FC1=C2NC(C=3N(C2=CC=C1)N=CC3C(F)(F)F)=O 6-fluoro-3-(trifluoromethyl)pyrazolo[1,5-a]quinoxalin-4(5H)-one